ClC=1C(=CC(=NC1C1=NC2=C(N1C)C=CC(=C2)C(F)(F)F)C#N)C 5-Chloro-4-methyl-6-[1-methyl-5-(trifluoromethyl)benzimidazol-2-yl]pyridin-2-carbonitrile